3-(((2S,3S)-3-((5-iodo-2-methoxy-3-pyridyl)methoxy)-2-phenyl-1-piperidyl)methyl)-1,4-dihydro-1,2,4-triazol-5-one IC=1C=C(C(=NC1)OC)CO[C@@H]1[C@@H](N(CCC1)CC1=NNC(N1)=O)C1=CC=CC=C1